NC1(CC1)CNC1=NC(=C2C(=N1)N(N=C2)C)NC2=CC(=CC=C2)C(F)F 6-N-[(1-aminocyclopropyl)methyl]-4-N-[3-(difluoromethyl)phenyl]-1-methylpyrazolo[3,4-d]pyrimidine-4,6-diamine